N[C@@H]1[C@H](N(C1)C(=O)OC(C)(C)C)C tert-butyl (2R,3S)-3-amino-2-methylazetidine-1-carboxylate